6-bromo-8-(2-hydroxy-2-methylpropoxy)imidazo[1,2-a]pyrazine-2-carboxylic acid BrC=1N=C(C=2N(C1)C=C(N2)C(=O)O)OCC(C)(C)O